N6-(2-aminoethyl)-1-methyl-N4-{[3-(trifluoromethyl)phenyl]methyl}-1H-pyrazolo[3,4-d]pyrimidine-4,6-diamine NCCNC1=NC(=C2C(=N1)N(N=C2)C)NCC2=CC(=CC=C2)C(F)(F)F